[Zn].[Au].[Pt].[Cu].[Pd] palladium-copper-platinum-gold-zinc